C(C)(=O)N1CC(CC1)C=1C=C(C=C(C1)F)N1C=CC2=C(C=CC(=C12)C)F N-(3-(1-acetylpyrrolidin-3-yl)-5-fluorophenyl)-4-fluoro-7-methyl-1H-indole